(E)-5-(4-hydroxyhept-1,6-dien-1-yl)-2-methoxybenzoic acid methyl ester COC(C1=C(C=CC(=C1)\C=C\CC(CC=C)O)OC)=O